4-(6-((4-(4-fluorophenyl)-1-methyl-1H-1,2,3-triazol-5-yl)methoxy)pyridazin-3-yl)piperazine FC1=CC=C(C=C1)C=1N=NN(C1COC1=CC=C(N=N1)N1CCNCC1)C